2-(2-Allyl-6-benzyloxy-phenyl)-5-[6-[(2S)-2-allylpyrrolidin-1-yl]-3-nitro-5-(trifluoromethyl)-2-pyridyl]-1,3,4-oxadiazole C(C=C)C1=C(C(=CC=C1)OCC1=CC=CC=C1)C=1OC(=NN1)C1=NC(=C(C=C1[N+](=O)[O-])C(F)(F)F)N1[C@@H](CCC1)CC=C